1-Spiro[2.3]hex-5-yl-3-[4-(2,2,2-trifluoro-ethoxy)-pyrimidin-2-ylmethyl]-urea C1CC12CC(C2)NC(=O)NCC2=NC=CC(=N2)OCC(F)(F)F